3-amino-1-(2,2,2-trifluoroethyl)piperidin-2-one NC1C(N(CCC1)CC(F)(F)F)=O